disalicylidene-1,2-diaminopropane C(C=1C(O)=CC=CC1)=CC(C(N)=CC=1C(O)=CC=CC1)N